C(C1CCC(CC1)N=C=O)C1CCC(CC1)N=C=O Methylenbis(4-isocyanatocyclohexan)